1-[4-(2-Dimethylamino-ethoxy)-3-(2-methyl-2H-pyrazol-3-yl)-phenyl]-3-(4-fluoro-3-hydroxy-phenyl)-urea CN(CCOC1=C(C=C(C=C1)NC(=O)NC1=CC(=C(C=C1)F)O)C=1N(N=CC1)C)C